C(CC)N(CCCC[C@H](NC([C@@H](NC(CCCCCN1N=NC(=C1)C=1C=NC(=NC1)S(=O)(=O)C)=O)C(C)C)=O)C(=O)O)CCC N6,N6-dipropyl-N2-((6-(4-(2-(methanesulfonyl)pyrimidin-5-yl)-1H-1,2,3-triazol-1-yl)hexanoyl)-L-valinyl)-L-lysine